N-(7-(3-(4-methylpiperazin-1-yl)propoxy)-4-((2',4,4'-trifluoro-[1,1'-biphenyl]-3-yl)amino)quinazolin-6-yl)acrylamide CN1CCN(CC1)CCCOC1=C(C=C2C(=NC=NC2=C1)NC=1C=C(C=CC1F)C1=C(C=C(C=C1)F)F)NC(C=C)=O